3,3-difluoro-4-phenylbutan-1-ol FC(CCO)(CC1=CC=CC=C1)F